C(C)(C)(C)C1N(CCC(C1)CN1CCN(CC1)C=1C=C2CN(C(C2=CC1)=O)C1C(NC(CC1)=O)=O)C(=O)O.CC(=CCCC(=O)C(CO)O)CCCC(CCCC(CCCC(C)C)C)C (5,9,13,17-tetramethyloctadec-4-enoyl)ethylene glycol tert-butyl-4-((4-(2-(2,6-dioxopiperidin-3-yl)-1-oxoisoindolin-5-yl)piperazin-1-yl)methyl)piperidine-1-carboxylate